N1=CC=CC2=CC(=CC=C12)C=1N=CC2=C(N1)N(C=C2C=2C=C1C=CC=NC1=CC2)COCC[Si](C)(C)C 2-[[2,5-di(quinolin-6-yl)pyrrolo[2,3-d]pyrimidin-7-yl]methoxy]ethyl-trimethylsilane